N-(6-(2H-1,2,3-triazol-2-yl)-5-(trifluoromethyl)pyridin-3-yl)-2-chloro-4-(1-oxo-1,2-dihydroisoquinolin-5-yl)benzamide N=1N(N=CC1)C1=C(C=C(C=N1)NC(C1=C(C=C(C=C1)C1=C2C=CNC(C2=CC=C1)=O)Cl)=O)C(F)(F)F